CC1(C(=C(N(C1=O)CC=1SC=CC1)C(=O)OC)C(=O)OC)C dimethyl 4,4-dimethyl-5-oxo-1-(thien-2-ylmethyl)-4,5-dihydro-1H-pyrrole-2,3-dicarboxylate